4-[4-((S)-1-amino-ethyl)-benzyl]-piperazine-1-carboxylic acid tert-butyl ester C(C)(C)(C)OC(=O)N1CCN(CC1)CC1=CC=C(C=C1)[C@H](C)N